CC=1C2=C(N=C3C4=C(C=5N(C13)N=C(C5)C5=CC=CC1=CC=CC=C51)C=CC=C4)N=CC=N2 13-methyl-2-(naphthalen-1-yl)benzo[c]pyrazino[2,3-g]pyrazolo[1,5-a][1,5]naphthyridine